4-(4-((3-benzyl-4,5-dihydroisoxazol-5-yl)sulfonyl)-3,4-dihydro-2H-pyrido[4,3-b][1,4]oxazin-8-yl)benzonitrile C(C1=CC=CC=C1)C1=NOC(C1)S(=O)(=O)N1C2=C(OCC1)C(=CN=C2)C2=CC=C(C#N)C=C2